methyl 1-(5-(1-(tert-butoxycarbonyl)azetidin-3-yl)-7-fluoro-2,3-dihydro-1H-inden-1-yl)piperidine-4-carboxylate C(C)(C)(C)OC(=O)N1CC(C1)C=1C=C2CCC(C2=C(C1)F)N1CCC(CC1)C(=O)OC